ClC1=C(C(=NC=N1)NC=1C(=CC(=C(C1)C1=NC(=NC=C1)N(C)C)F)N1C[C@@H](N([C@@H](C1)C)C)C)[N+](=O)[O-] 4-(5-((6-chloro-5-nitropyrimidin-4-yl)amino)-2-fluoro-4-((3S,5R)-3,4,5-trimethylpiperazin-1-yl)phenyl)-N,N-dimethylpyrimidin-2-amine